iodine hypobromite Br[O-].[I+]